N1(CCOCC1)CCN1C(C(=CC2=CC(=CN=C12)C1=NC=CC=N1)C(=O)NC1CC2(C1)CCC2)=O (2-morpholinylethyl)-2-oxo-6-(pyrimidin-2-yl)-N-(spiro[3.3]hept-2-yl)-1,2-dihydro-1,8-naphthyridine-3-carboxamide